4-(1-(4-((2-oxa-5-azabicyclo[2.2.2]oct-5-yl)methyl)-2-chlorophenyl)-1H-imidazol-4-yl)-N-(1-(methylsulfonyl)piperidin-4-yl)-5-(trifluoromethyl)pyrimidin-2-amine C12OCC(N(C1)CC1=CC(=C(C=C1)N1C=NC(=C1)C1=NC(=NC=C1C(F)(F)F)NC1CCN(CC1)S(=O)(=O)C)Cl)CC2